3-(5-(1-(cyclopentylmethyl)piperidin-4-yl)-4,6-difluoro-1-oxoisoindolin-2-yl)piperidine-2,6-dione C1(CCCC1)CN1CCC(CC1)C=1C(=C2CN(C(C2=CC1F)=O)C1C(NC(CC1)=O)=O)F